3-(1-Methyl-1H-imidazole-5-carboxamido)-6-(1-methyl-1H-pyrazol-4-yl)pyrazolo[1,5-a]pyridine-4-yl trifluoromethanesulfonate FC(S(=O)(=O)OC=1C=2N(C=C(C1)C=1C=NN(C1)C)N=CC2NC(=O)C2=CN=CN2C)(F)F